C(CCC)C(C(=O)O)CCCCCCCCCC.C(CCCCCCCCCCC)(=O)OCCCC butyl laurate (butyl dodecanoate)